OC1=NC(=NC(=C1)N1CCN(CC1)S(=O)(=O)OC)C1=CC=C(C#N)C=C1 4-(4-hydroxy-6-(4-(Methylsulfo)piperazin-1-yl)pyrimidin-2-yl)benzonitrile